C(C1=CC=CC=C1)(=O)[O-].C(C1=CC=CC=C1)(=O)[O-].[Mg+2] Magnesium dibenzoate